di-tert-butyl-3,3'-bipyridine C(C)(C)(C)C1=C(C(=NC=C1)C(C)(C)C)C=1C=NC=CC1